CONC(=O)C1=NC=CC=C1 N-methoxypyridinecarboxamide